NC1C(C1)C1=NNC(C2=CC=C(C=C12)C=1C=NN(C1C1=C(C#N)C(=CC(=C1F)Cl)C1CC1)C)=O 2-(4-(4-(2-Aminocyclopropyl)-1-oxo-1,2-dihydro-phthalazin-6-yl)-1-methyl-1H-pyrazol-5-yl)-4-chloro-6-cyclopropyl-3-fluorobenzonitrile